C(C)(C)(C)OC(=O)N1C[C@]2(CC1)C(N(CC2)[C@H](C(=O)OCC2=CC=CC=C2)C(C)C)=O (S)-7-((S)-1-(benzyloxy)-3-methyl-1-oxobutan-2-yl)-6-oxo-2,7-diazaspiro[4.4]Nonane-2-carboxylic acid tert-butyl ester